(trifluoromethyl)-1H,5H-imidazo[1,2-a]pyrimidin-5-one FC(F)(F)N1C=CN2C1=NC=CC2=O